ClC1=C(C=CC=C1)CC(=O)NC1=CC(=C(C=C1)COCC1CCC1)S(N)(=O)=O 2-(2-chlorophenyl)-N-(4-((cyclobutylmethoxy)methyl)-3-sulfamylphenyl)acetamide